OC1=C(C=C(C=C1C=O)OC)C1=C(C=CC=C1)C hydroxy-5-methoxy-2'-methyl-[1,1'-biphenyl]-3-carbaldehyde